(E)-decan-2-enal C(\C=C\CCCCCCC)=O